N1=CC(=CC=C1)C=1C=C2C(=NC1)NC=C2C2=CC=C1C(CC3(CCNCC3)OC1=C2)=O 7-(5-(Pyridin-3-yl)-1H-pyrrolo[2,3-b]pyridin-3-yl)spiro[chromane-2,4'-piperidin]-4-one